N-allyl-6-iodo-1,3-benzodioxol-5-amine C(C=C)NC1=CC2=C(OCO2)C=C1I